(2R,3R,4S,5R)-2-(6-amino-2-(2-(6-bromo-1H-indol-3-yl)ethoxy)-9H-purin-9-yl)-5-(hydroxymethyl)-tetrahydrofuran-3,4-diol NC1=C2N=CN(C2=NC(=N1)OCCC1=CNC2=CC(=CC=C12)Br)[C@@H]1O[C@@H]([C@H]([C@H]1O)O)CO